NC1=NC=CC=C1 2-AMINO-PYRIDIN